4-ethoxy-1,1,1-trifluorobut-3-en-2-one C(C)OC=CC(C(F)(F)F)=O